ClC1=CC=C(S1)C#CC=1C=C(C=CC1)C1=NN(C(=C1CC1=CC(=C(C=C1)S(N)(=O)=O)F)CC1CC1)C=1SC=C(N1)C(=O)O 2-(3-(3-((5-chlorothiophen-2-yl)ethynyl)phenyl)-5-(cyclopropylmethyl)-4-(3-fluoro-4-sulfamoylbenzyl)-1H-pyrazol-1-yl)thiazole-4-carboxylic acid